3-{4-[(1S,4S,5R)-5-{[4-cyclopropyl-1-(2,6-dichlorophenyl)-1H-pyrazol-5-yl]methoxy}-2-azabicyclo[2.2.1]heptan-2-yl]-3-fluorophenyl}cyclobutane-1-carboxylic acid C1(CC1)C=1C=NN(C1CO[C@H]1[C@@H]2CN([C@H](C1)C2)C2=C(C=C(C=C2)C2CC(C2)C(=O)O)F)C2=C(C=CC=C2Cl)Cl